N1N=C(C=C1)C=1C=C(C=CC1)S(=O)(=O)N1CCC2(CC(CO2)NC[C@@H](COC=2C=C(C=CC2)S(=O)(=O)NC)O)CC1 3-((2S)-3-(8-(3-(1H-pyrazol-3-yl)phenylsulfonyl)-1-oxa-8-azaspiro[4.5]dec-3-ylamino)-2-hydroxypropoxy)-N-methylbenzenesulfonamide